tert-Butyl (3-isothiocyanatopyrazin-2-yl)(methyl)carbamate N(=C=S)C=1C(=NC=CN1)N(C(OC(C)(C)C)=O)C